N1(C=NC2=C1C=CC=C2)CC(=O)N(C2=CC(=CC=C2)F)C(C(=O)NC2CCCC2)C2=C(C=CC=C2)C 2-(N-[2-(benzimidazol-1-yl)acetyl]-3-fluoroanilino)-N-cyclopentyl-2-(2-methylphenyl)acetamide